6-(1-(8-cyclobutyl-8-azabicyclo[3.2.1]oct-3-yl)piperidin-4-yl)-2-(3-fluoro-4-(methylsulfonyl)phenyl)-1,4-dimethyl-1H-benzo[d]imidazole C1(CCC1)N1C2CC(CC1CC2)N2CCC(CC2)C=2C=C(C1=C(N(C(=N1)C1=CC(=C(C=C1)S(=O)(=O)C)F)C)C2)C